3-(5-acetamido-3-fluoro-2-methylphenyl)propanoic acid C(C)(=O)NC=1C=C(C(=C(C1)CCC(=O)O)C)F